5-[8-[(3R,4S)-3,4-difluoropyrrolidin-1-yl]imidazo[1,2-b]pyridazin-6-yl]-1H-pyrimidine-2,4-dione F[C@@H]1CN(C[C@@H]1F)C=1C=2N(N=C(C1)C=1C(NC(NC1)=O)=O)C=CN2